(2S,3S,4S,5R)-3,4,5-trihydroxy-6-(3-hydroxy-2-((1R,5R)-3-methyl-5-(prop-1-en-2-yl)cyclopent-2-en-1-yl)-5-pentylphenoxy)tetrahydro-2H-pyran-2-carboxylic acid O[C@@H]1[C@H](OC([C@@H]([C@H]1O)O)OC1=C(C(=CC(=C1)CCCCC)O)[C@@H]1C=C(C[C@H]1C(=C)C)C)C(=O)O